(1S,2r)-1-amino-N-(2,6-piperidinedione-3-yl)-2-vinylcyclopropanecarboxamide hydrochloride Cl.N[C@@]1([C@H](C1)C=C)C(=O)NC1C(NC(CC1)=O)=O